N-(2,2-difluoroethyl)-6-(5-((1-methylpiperidin-4-yl)carbamoyl)-1H-pyrrolo[2,3-b]pyridin-3-yl)imidazo[1,2-a]pyridine-3-carboxamide FC(CNC(=O)C1=CN=C2N1C=C(C=C2)C2=CNC1=NC=C(C=C12)C(NC1CCN(CC1)C)=O)F